N-((1s,4s)-4-((3-(methylsulfonyl)-7-morpholino-1,6-naphthyridin-5-yl)oxy)cyclohexyl)furo[3,2-d]pyrimidin-4-amine CS(=O)(=O)C=1C=NC2=CC(=NC(=C2C1)OC1CCC(CC1)NC=1C2=C(N=CN1)C=CO2)N2CCOCC2